Dichloro-methyl-silan Cl[SiH](C)Cl